OC1=C(C=CC(=C1)O)C(CC=1N=C(SC1)C)=O 1-(2,4-dihydroxyphenyl)-2-(2-methyl-1,3-thiazol-4-yl)ethanone